N1=C2C(=CC=C1)OC1=C(C[C@H]2CN)C=CC=C1 |o1:10| (S*)-(10,11-dihydrobenzo[6,7]oxepino[3,2-b]pyridin-11-yl)methanamine